C(CCCCCC(C)C)(=O)OOC(C)(C)C t-Butyl peroxyisononanoate